(S)-4-Chloro-2-methyl-6-((3-methylpiperidin-1-yl)methyl)-pyrimidine ClC1=NC(=NC(=C1)CN1C[C@H](CCC1)C)C